C(CN(N)N)N(N)N ethylenediaminetetraamine